NC1=CC=C(C=2OCCOC21)C(=O)OC Methyl 5-amino-2,3-dihydro-1,4-benzodioxine-8-carboxylate